tris[2-(N,N-dimethylamino)ethyl]amine CN(C)CCN(CCN(C)C)CCN(C)C